CNC1=CC(=NN1)C=1N(C=2C=CC=C(C2C1)NC1CCN(CC1)C)CC(F)(F)F 2-(5-(methylamino)-1H-pyrazol-3-yl)-N-(1-methylpiperidin-4-yl)-1-(2,2,2-trifluoroethyl)-1H-indol-4-amine